Cl.BrC=1C=CC(=NC1F)NCC1=CC=CC=C1 (S)-(5-bromo-6-fluoropyridin-2-yl)(phenyl)methylamine hydrochloride